2-[(6-chloro-3-morpholinosulfonyl-4-quinolyl)amino]-5-fluoro-benzoic acid ClC=1C=C2C(=C(C=NC2=CC1)S(=O)(=O)N1CCOCC1)NC1=C(C(=O)O)C=C(C=C1)F